2-fluoro-N-(methyl(oxo)((7-(5-(trifluoromethyl)-1,2,4-oxadiazol-3-yl)imidazo[1,2-a]pyridin-2-yl)methyl)-λ6-sulfaneylidene)benzamide FC1=C(C(=O)N=S(CC=2N=C3N(C=CC(=C3)C3=NOC(=N3)C(F)(F)F)C2)(=O)C)C=CC=C1